ClC=1C=C(C=CC1)C(CC(C(=O)OC)C)C(=O)C1=CC=C(C=C1)Cl racemic-methyl 4-(3-chlorophenyl)-5-(4-chlorophenyl)-2-methyl-5-oxopentanoate